N-amino-N'-methylpiperazine NN1CCN(CC1)C